COC(=O)C=1N(N=NC1C=1C=NC(=CC1)C)C 3-methyl-5-(6-methyl-3-pyridyl)triazole-4-carboxylic acid methyl ester